N-(4-((2',4'-difluoro-4-methoxy-[1,1'-biphenyl]-3-yl)amino)-7-(4,4-difluoropiperidin-1-yl)quinazolin-6-yl)acrylamide FC1=C(C=CC(=C1)F)C1=CC(=C(C=C1)OC)NC1=NC=NC2=CC(=C(C=C12)NC(C=C)=O)N1CCC(CC1)(F)F